2-bromo-N-(5-(2-(6-(methoxymethyl)-2,2-dimethylmorpholino)acetamido)-2-methylpyridin-3-yl)pyrazolo[5,1-b]Thiazole-7-carboxamide BrC1=CN2C(S1)=C(C=N2)C(=O)NC=2C(=NC=C(C2)NC(CN2CC(OC(C2)COC)(C)C)=O)C